FC=1C=C(C=NC1CS(=O)(=O)C)NC=1N=CC2=C(N1)CNCC2 5-fluoro-6-(methanesulfonylmethyl)-N-{5H,6H,7H,8H-pyrido[3,4-d]pyrimidin-2-yl}pyridin-3-amine